C(C)N1N=CC=2C1=NC=CC2NCC2=CC=C(C=C2)S(=O)(N)=NC 4-(((1-ethyl-1H-pyrazolo[3,4-b]pyridine-4-yl)amino)methyl)-N'-methylbenzenesulfonimidamide